ClC=1N=CC=2C3=C(C(=NC2C1F)O[C@@H](C)[C@H]1N(CCC1)C)C=C(N3C3C1CN(C3C1)C(=O)[O-])CN1C(OCC1)=O 5-(7-chloro-6-fluoro-4-((S)-1-((S)-1-methylpyrrolidin-2-yl)ethoxy)-2-((2-oxooxazolidin-3-yl)methyl)-1H-pyrrolo[3,2-c][1,6]naphthyridin-1-yl)-2-azabicyclo[2.1.1]hexane-2-carboxylate